(1R)-1-{5-[5-chloro-2-(trifluoromethoxy)phenyl]-1,2,4-oxadiazol-3-yl}-6-azaspiro[2.5]octane-6-sulfonamide ClC=1C=CC(=C(C1)C1=NC(=NO1)[C@@H]1CC12CCN(CC2)S(=O)(=O)N)OC(F)(F)F